2-(tert-Butyl)-N-(2-methyl-4-(6-(4-methylpiperazin-1-yl)pyrazolo[1,5-a]pyrazin-4-yl)benzyl)-2H-1,2,3-triazole-4-carboxamide trifluoroacetate FC(C(=O)O)(F)F.C(C)(C)(C)N1N=CC(=N1)C(=O)NCC1=C(C=C(C=C1)C=1C=2N(C=C(N1)N1CCN(CC1)C)N=CC2)C